C1(CC1)C=1C=C(C2=C(N1)N(N=C2)C(C)C)C(=O)NCCCN(CC)CC 6-cyclopropyl-N-[3-(diethylamino)propyl]-1-(propan-2-yl)-1H-pyrazolo[3,4-b]pyridine-4-carboxamide